ClC=1C=C(C=CC1F)NC(N(C)[C@@H]1CO[C@H](C=2NC(C=3C=C(C(=CC3C21)F)F)=O)O)=O 3-(3-chloro-4-fluorophenyl)-(1S)-(8,9-difluoro-4R-hydroxy-6-oxo-1,4,5,6-tetrahydro-2H-pyrano[3,4-c]isoquinolin-1-yl)-1-methylurea